CN1CC(C1)(C)[C@@](O)(C=1C=NC=C(C1)C1=NOC(=N1)C1COCC1)C1=CC=C(C=C1)C(C)C (R)-(1,3-Dimethyl-azetidin-3-yl)-(4-isopropyl-phenyl)-{5-[5-(tetrahydro-furan-3-yl)-[1,2,4]oxadiazol-3-yl]-pyridin-3-yl}-methanol